7-bromo-8-methoxy-2H-benzo[b][1,4]oxazin-3(4H)-one BrC=1C=CC2=C(OCC(N2)=O)C1OC